C[C@@H](CCNCC=1C=NC=CC1)NC(OC(C)(C)C)=O 1,1-dimethylethyl {(1S)-1-methyl 3-[(3-pyridinylmethyl)amino]propyl}carbamate